ClC1=C(C(=CC=C1)F)N1C=2N(C3=C(C1=O)C=NC(=N3)NC3=CC=C(C=C3)N(C3CCN(CC3)C)C)CCN2 6-(2-Chloro-6-fluorophenyl)-2-((4-(methyl(1-methylpiperidin-4-yl)amino)phenyl)amino)-8,9-dihydroimidazo[1,2-a]pyrimido[5,4-e]pyrimidin-5(6H)-one